Benzo[d]pyrrolo[2,1-b]thiazole C1=CC=C2SC3=C(N21)C=CC=C3